C(C)(C)(C)OC(=O)N1CCC(CC1)C1=NNC2=CC(=CC(=C12)Br)Br 4-(4,6-dibromo-1H-indazol-3-yl)piperidine-1-carboxylic acid tert-butyl ester